3-(4-aminophenyl)-1-benzyl-3-methylpyrrolidine-2,5-dione NC1=CC=C(C=C1)C1(C(N(C(C1)=O)CC1=CC=CC=C1)=O)C